(1-methyl-1H-pyrazol-3-yl)-4-(trimethylstannyl)pyrimidin-2-amine CN1N=C(C=C1)C=1C(=NC(=NC1)N)[Sn](C)(C)C